CC1=NC(=CC(=N1)NC1=CC2=C(C=N1)C(NN2C2=CC=C(C(=O)OC)C=C2)=O)C methyl 4-(6-((2,6-dimethylpyrimidin-4-yl)amino)-3-oxo-2,3-dihydro-1H-pyrazolo[4,3-c]pyridin-1-yl)benzoate